1,1,5,5-tetramethoxy-1,5-dimethyl-3,3-diphenyltrisiloxane CO[Si](O[Si](O[Si](C)(OC)OC)(C1=CC=CC=C1)C1=CC=CC=C1)(C)OC